O1C=CC(CC1=O)=O pyran-4,6-dione